C1CC=CC=C1 cyclohexa-3,5-diene